FC1=C(C=C(C(=C1)C(F)(F)F)C1=NN(C=N1)C)NC(=O)N1C2C(CCCC1(C2)C(=O)O)C cis-7-((2-fluoro-5-(1-methyl-1H-1,2,4-triazol-3-yl)-4-(trifluoromethyl)phenyl)carbamoyl)-5-methyl-7-azabicyclo[4.1.1]octane-1-carboxylic acid